palladium(II) toluenesulfonate C(C1=CC=CC=C1)S(=O)(=O)[O-].[Pd+2].C(C1=CC=CC=C1)S(=O)(=O)[O-]